5-(4-(4-Methylpiperazin-1-yl)quinazolin-6-yl)-7H-pyrrolo[2,3-d]pyrimidin-2-amine CN1CCN(CC1)C1=NC=NC2=CC=C(C=C12)C1=CNC=2N=C(N=CC21)N